1-((((1'R,2'R)-6-hydroxy-5'-methyl-4-pentyl-2'-(prop-1-en-2-yl)-1',2',3',4'-tetrahydro-[1,1'-biphenyl]-2-yl)oxy)carbonyl)cyclopropyl isopentyl phosphate ammonium salt [NH4+].P(=O)(OC1(CC1)C(=O)OC1=C(C(=CC(=C1)CCCCC)O)[C@H]1[C@@H](CCC(=C1)C)C(=C)C)(OCCC(C)C)[O-]